FC1(CN(CC1)C1=CN=CC(=N1)/C(=C/C1=CC=C(C(=C1N1CC2(CCC1)CCN(CC2)CC)C(F)(F)F)OC2=CC=CC=C2)/F)F (Z)-2-(6-(2-(6-(3,3-difluoropyrrolidin-1-yl)pyrazin-2-yl)-2-fluorovinyl)-3-phenoxy-2-(trifluoromethyl)phenyl)-9-ethyl-2,9-diazaspiro[5.5]undecane